4-methoxy-1,5,2,4-dioxathiaphosphinane-2,4-dioxide COP1(CS(OCO1)=O)=O